C(CCCCCCCCCCCCCCCCC)(=O)O.C(CCCCCCCCCCCCCCCCC)(=O)O.C(CCCCCCCCCCCCCCCCC)(=O)O.C(CCCCCCCCCCCCCCCCC)(=O)O.C(O)C(CC)(CO)CO (1,1,1-trimethylolpropane) tetrastearate